FC[C@@H]1N(CCN(C1)C=1N=CC2=C(N1)C(=NC=N2)NC2=CC(=C(C=C2)OC2=CC1=C(N(N=N1)C)C=C2)C)C(C=C)=O (R)-1-(2-(fluoromethyl)-4-(8-((3-methyl-4-((1-methyl-1H-benzo[d][1,2,3]triazol-5-yl)oxy)phenyl)amino)pyrimido[5,4-d]pyrimidin-2-yl)piperazin-1-yl)prop-2-en-1-one